N-[4-(4,4,5,5-Tetramethyl-1,3,2-Dioxaborolane-2-Yl)Phenyl]-(1,1'-Biphenyl)-4-Amine CC1(OB(OC1(C)C)C1=CC=C(C=C1)NC1=CC=C(C=C1)C1=CC=CC=C1)C